COC(=O)C=1C=C(C=C2C=NN(C12)CC=1SC(=NN1)C1=CC=CC=C1)Cl 5-chloro-1-((5-Phenyl-1,3,4-thiadiazol-2-yl)methyl)-1H-indazole-7-carboxylic acid methyl ester